1-(2,3,5,6-tetrafluoropyridin-4-yl)pyrazole-4-carboxylic acid ethyl ester C(C)OC(=O)C=1C=NN(C1)C1=C(C(=NC(=C1F)F)F)F